C(CC)OC=1C=C(OC(=O)NC=2C=CC3=C(C(=CS3)C3=CCN4CCCC4C3)C2)C=CC1 5-(3-propoxyphenoxy)carbonylamino-3-(1,2,3,4,5,8-hexahydroindolizin-7-yl)-benzothiophene